ClC1=CC(=C(C(=O)Cl)C=C1S(=O)(=O)Cl)O 4-chloro-5-(chlorosulfonyl)-2-hydroxybenzoyl chloride